12,12-difluoro-8,14-dioxa-4,5,10,19,20,23-hexaazatetracyclo[13.5.2.12,5.018,21]tricosa-1(20),2(23),3,15(22),16,18(21)-hexaen-9-one FC1(CNC(OCCN2N=CC(C3=NNC=4C=CC(OC1)=CC34)=N2)=O)F